Cl.ClC=1C=CC(=C(C1)CCN1C[C@H](NCC1)COC1=CC=C(C=C1)S(=O)(=O)C)OC (3S)-1-[2-(5-chloro-2-methoxyphenyl)ethyl]-3-[(4-methylsulfonylphenoxy)methyl]Piperazine HCl salt